C(C)OC(CC1=C(C=CC(=C1)Br)[N+](=O)[O-])=O.C1(CCCC1)OC1=C(C(=C(C=C1)NC(=O)C1=COC2=C1C=CC(=C2)C2=NN=NN2)F)F N-(4-(cyclopentyloxy)-2,3-difluorophenyl)-6-(1H-tetrazol-5-yl)benzofuran-3-carboxamide ethyl-(5-bromo-2-nitrophenyl)acetate